CC1=CC(=C(C=C1)S(=O)(=O)N1[C@@H](CCC1)C(=O)OC(C)(C)C)O[C@H]1CO[C@H](C1)CC=O |o1:23,26| tert-Butyl ((4-methyl-2-(((3R*,5R*)-5-(2-oxoethyl)tetrahydrofuran-3-yl)oxy)phenyl)sulfonyl)-L-prolinate